((cis-3-(((S)-7-isopropyl-4,8-dimethyl-6-oxo-5,6,7,8-tetrahydropteridin-2-yl)amino)cyclobutyl)amino)pyrazine-2-carbonitrile C(C)(C)[C@H]1C(NC=2C(=NC(=NC2N1C)N[C@H]1C[C@H](C1)NC=1C(=NC=CN1)C#N)C)=O